NC=1N=CC2=C(C=C(C=C2C1)N1C(OC=C1C)=O)Cl 3-(3-amino-8-chloroisoquinolin-6-yl)-4-methyl-oxazol-2(3H)-one